1-(2-methylphenyl)piperazine CC1=C(C=CC=C1)N1CCNCC1